tert-butyl (1R,5S)-3-((R or S)-6-chloro-2-(4-(dimethylamino) butyl)-8-fluoro-7-(3-(methoxymethoxy) naphthalen-1-yl) quinazolin-4-yl)-3,8-diazabicyclo[3.2.1]octane-8-carboxylate ClC=1C=C2C(=NC(=NC2=C(C1C1=CC(=CC2=CC=CC=C12)OCOC)F)CCCCN(C)C)N1C[C@H]2CC[C@@H](C1)N2C(=O)OC(C)(C)C